FC1=C2C(N(C(=NC2=CC=C1F)[C@H]1NCCC1)C1=CC=C(C=C1)OC)=O (S)-5,6-difluoro-3-(4-methoxyphenyl)-2-(pyrrolidin-2-yl)quinazolin-4(3H)-one